C(C)N(C1=CC(C1=S)=O)CC 3-(diethylamino)-4-thioxocyclobut-2-en-1-one